C(CCCCC\C=C/CCC)O (Z)-7-undecenol